1-(2,2-difluoroethyl)-6-(4,5,6,7-tetrahydro-2H-pyrazolo[4,3-c]pyridin-2-yl)-1H-pyrazolo[3,4-b]pyrazine hydrochloride Cl.FC(CN1N=CC=2C1=NC(=CN2)N2N=C1C(CNCC1)=C2)F